2-Oxo-6'-(((1S,3S)-3-(thiazolo[5,4-b]pyridin-2-ylamino)cyclopentyl)amino)-2H-[1,3'-bipyridine]-5-carbonitrile O=C1N(C=C(C=C1)C#N)C=1C=NC(=CC1)N[C@@H]1C[C@H](CC1)NC=1SC2=NC=CC=C2N1